7-(chloromethyl)-6-fluoro-3,5-dihydrofuro[3,2-c]quinolin-4(2H)-one-2,2-d2 ClCC=1C=CC=2C3=C(C(NC2C1F)=O)CC(O3)([2H])[2H]